(S)-5-(butanoyl-d7)-N-((S)-3-oxo-1-((S)-2-oxopyrrolidin-3-yl)-4-(trifluoromethoxy)butan-2-yl)-5-azaspiro[2.4]heptane-6-carboxamide C(C(C(C([2H])([2H])[2H])([2H])[2H])([2H])[2H])(=O)N1CC2(CC2)C[C@H]1C(=O)N[C@@H](C[C@H]1C(NCC1)=O)C(COC(F)(F)F)=O